dimethanol diacrylate C(C=C)(=O)O.C(C=C)(=O)O.CO.CO